O=C1NC(CCC1N1C(C2=CC=CC(=C2C1=O)NCCCNC(C)=O)=O)=O N-[3-[[2-(2,6-dioxo-3-piperidinyl)-1,3-dioxo-isoindolin-4-yl]amino]propyl]acetamide